ClC=1C=C(C2=C(CC(O2)C=2C=C(C=CC2)C2=NOC(N2)=O)C1)Cl 3-(3-(5,7-dichloro-2,3-dihydrobenzofuran-2-yl)phenyl)-1,2,4-oxadiazol-5(4H)-one